2-acetoxyethyl [2-(2-hydroxyethoxy)ethyl] terephthalate C(C1=CC=C(C(=O)OCCOCCO)C=C1)(=O)OCCOC(C)=O